CN1C(=NC2=C1C=CC=C2)CNC2CCCCC2 N-[(1-methyl-1H-benzimidazol-2-yl)-methyl]cyclohexylamine